13-hydroxy-9Z-octadecenoic acid OC(CCCCCCCCCC=CC(=O)O)CCCCC